tert-butyl N-[1-[[2-chloro-5-(1-methylpyrazol-4-yl)phenyl]methyl]-2-(4-imidazol-1-ylanilino)-2-oxo-ethyl]carbamate ClC1=C(C=C(C=C1)C=1C=NN(C1)C)CC(C(=O)NC1=CC=C(C=C1)N1C=NC=C1)NC(OC(C)(C)C)=O